CC(CCC(=O)NCCOCCOCCOC1=CC=NC=C1)(C)SSC 4-(2-{2-[2-(4-methyl-4-methyldisulfanyl-pentanoylamino)-ethoxy]-ethoxy}-ethoxy)-pyridin